ClC1=C(C=CC=C1)C(=C)C1=CC=CC2=C1NC(=NS2(=O)=O)O 5-(1-(2-chlorophenyl)vinyl)-3-hydroxy-4H-benzo[e][1,2,4]thiadiazine 1,1-dioxide